FC(OC=1C=CC(=C(C1)O)C1=C(C2=C(N=N1)N(CCC2)[C@H]2[C@@H](CCCC2)O)C)F 5-(difluoromethoxy)-2-{8-[(1R,2R)-2-hydroxycyclohexyl]-4-methyl-5,6,7,8-tetrahydropyrido[2,3-c]pyridazin-3-yl}phenol